C(C1=CC=CC=C1)OC1=CC=C(C=N1)C=1CN(CCC1)C1=NC(=NC=C1F)Cl 6'-(benzyloxy)-1-(2-chloro-5-fluoropyrimidin-4-yl)-1,2,5,6-tetrahydro-3,3'-bipyridine